dimethyl-3-(octyloxy)propan-2-amine CC(C(C)N)(OCCCCCCCC)C